COC=1C=C(C=CC1[N+](=O)[O-])C1=NN=C(S1)C(=O)O (3-methoxy-4-nitrophenyl)-1,3,4-thiadiazole-2-carboxylic acid